Ethyl-Dimethyl-Aminopropyl-Carbodiimide C(C)N=C=NCCC(N)(C)C